COC1=NC2=CC=CC=C2C=C1CC1=CC=C(CS(=O)(C)=NC(OC(C)(C)C)=O)C=C1 tert-butyl (((R or S)-4-((2-methoxyquinolin-3-yl)methyl)benzyl)(methyl)(oxo)-λ6-sulfanylidene)carbamate